6-Bromo-5-cyano-N-(3-methoxy-1H-indazol-5-yl)-3,4-dimethylpicolinamide BrC1=C(C(=C(C(=N1)C(=O)NC=1C=C2C(=NNC2=CC1)OC)C)C)C#N